N-(1-((1-(4-(trifluoromethyl)phenyl)piperidin-4-yl)methyl)-1H-indol-5-yl)acrylamide FC(C1=CC=C(C=C1)N1CCC(CC1)CN1C=CC2=CC(=CC=C12)NC(C=C)=O)(F)F